4-chloro-3-[(3-chloropyridin-2-yl)-(2-hydroxyethyl)amino]-N-[4-(2-methylpropoxy)phenyl]benzamide ClC1=C(C=C(C(=O)NC2=CC=C(C=C2)OCC(C)C)C=C1)N(CCO)C1=NC=CC=C1Cl